C(#N)C1=C(N=C2N(C1=O)C=C(C=C2[C@@H](C)NC2=C(C(=O)O)C=CC=C2)C)N2C(CN(CC2)C2=C(C=C(C=C2)C(F)(F)F)C#N)C 2-(((1R)-1-(3-cyano-2-(4-(2-cyano-4-(trifluoromethyl)phenyl)-2-methylpiperazin-1-yl)-7-methyl-4-oxo-4H-pyrido[1,2-a]pyrimidin-9-yl)ethyl)amino)benzoic acid